methyl (1R,3R,3aS,6aS)-3a-(4-methoxyphenyl)-4,6-dioxo-3,5-diphenyloctahydropyrrolo[3,4-c]pyrrole-1-carboxylate COC1=CC=C(C=C1)[C@]12[C@H](C(N(C1=O)C1=CC=CC=C1)=O)[C@@H](N[C@@H]2C2=CC=CC=C2)C(=O)OC